C1(CC1)N1N=NC(=C1)COC1=CC=CC(=N1)C1=CC(=C(C=C1F)CC=1N(C2=C(N1)C=CC(=C2)C(=O)O)C[C@H]2OCC2)F 2-[[4-[6-[(1-cyclopropyltriazol-4-yl)methoxy]-2-pyridyl]-2,5-difluorophenyl]methyl]-3-[[(2S)-oxetan-2-yl]methyl]benzimidazole-5-carboxylic acid